COC=1C=C(C=CC1)S(=O)(=O)OC1=CC=C(C=C1)C1=CN=C(S1)C=1C=NC=CC1 4-(2-(pyridin-3-yl)thiazol-5-yl)phenyl 3-methoxybenzenesulfonate